3,3',5',5'-tetramethylbenzidine hydrochloride Cl.CC=1C=C(C=CC1N)C=1C=C(C(N)C(C1)(C)C)C